(3as,4s,6ar)-4-((3-chloro-2,4-difluorophenyl)carbamoyl)-2,2-dimethyl-dihydro-3aH-[1,3]dioxolo[4,5-c]pyrrole-5(4H)-carboxylic acid tert-butyl ester C(C)(C)(C)OC(=O)N1C[C@@H]2[C@H]([C@H]1C(NC1=C(C(=C(C=C1)F)Cl)F)=O)OC(O2)(C)C